NCC1=CC=CC(=N1)N(C)C 6-(aminomethyl)-N,N-dimethylpyridin-2-amine